(3,3-dimethylcyclohexyl)ethyl ethyl propane-1,3-dioate C(CC(=O)OCC)(=O)OCCC1CC(CCC1)(C)C